COC=1C=C(CN(C(=O)OCCOC=2C=CC=C(C2)N(C)C)CC2=CC(=CC=C2)OC)C=CC1 5-[bis(3-methoxybenzyl)aminocarbonyloxyethoxy]dimethylaminobenzene